ClC=1C(=C(C=CC1)NC(=S)C=1C(NCCC1NCC1=C(C=NC=C1)OC[C@@H]1N(CCOC1)C)=O)OC N-(3-chloro-2-methoxyphenyl)-4-{[(3-{[(3R)-4-methylmorpholin-3-yl]methoxy}pyridin-4-yl)methyl]amino}-2-oxo-1,2,5,6-tetrahydropyridine-3-carbothioamide